2,5,6-trimethylquinoxaline CC1=NC2=CC=C(C(=C2N=C1)C)C